C(C)OC=1C=C(C=CC1)NCC(CC1=CNC(O1)=S)O 5-[3-(3-ethoxyphenylamino)-2-hydroxypropyl]-1,3-oxazole-2(3H)-thione